N-(amino(4-(2-hydroxypropan-2-yl)thiophen-2-yl)(oxo)-λ6-sulfaneylidene)-2-(4-ethyl-6-isopropyl-1,3-dihydroisobenzofuran-5-yl)acetamide NS(=NC(CC=1C(=C2COCC2=CC1C(C)C)CC)=O)(=O)C=1SC=C(C1)C(C)(C)O